(R)-N-(2-(4-(azetidin-1-yl)piperidin-1-yl)-4-methoxy-5-((6-(3-(3-phenoxyphenyl)isoxazolidin-2-yl)pyrimidin-4-yl)amino)-phenyl)acrylamide N1(CCC1)C1CCN(CC1)C1=C(C=C(C(=C1)OC)NC1=NC=NC(=C1)N1OCC[C@@H]1C1=CC(=CC=C1)OC1=CC=CC=C1)NC(C=C)=O